NC=1N=C(SC1C(C1=CC=C(C=C1)OCC(=O)NCC1=CC(=CC=C1)Cl)=O)N(C1=CC=C(C=C1)F)C(C(=O)N)C (N-[4-amino-5-[4-[2-[(3-chlorophenyl)methylamino]-2-oxo-ethoxy]benzoyl]thiazol-2-yl]-4-fluoro-anilino)propanamide